NC(C)C=1C=C(C=C2C(=CC(=NC12)N1CC(CC1)C=1C=NN(C1)C)C#N)C 8-(1-aminoethyl)-6-methyl-2-(3-(1-methyl-1H-pyrazol-4-yl)pyrrolidin-1-yl)quinoline-4-carbonitrile